COC(=O)C1(CCN(CC1)C(N(C)C1=CC=C(C=C1)F)=O)CC(=O)N(C1=CC=CC=C1)C1(CC1)C1CC1 4-[2-(N-(1-cyclopropylcyclopropyl)anilino)-2-oxo-ethyl]-1-[(4-fluorophenyl)-methyl-carbamoyl]piperidine-4-carboxylic acid methyl ester